CN1[C@](CCC1)(C)/C=C/S(=O)(=O)NC(NC1=C2CCCC2=CC=2CCCC12)=O (S,E)-2-(1,2-Dimethylpyrrolidin-2-yl)-N-((1,2,3,5,6,7-hexahydro-s-indacen-4-yl)carbamoyl)ethen-1-sulfonamid